1-(4-(3-(1-methyl-1H-indazol-6-yl)-1,4-dihydrothieno[2',3':4,5]cyclopenta[1,2-c]pyrazol-6-yl)piperidin-1-yl)-2-morpholinoethan-1-one CN1N=CC2=CC=C(C=C12)C=1C2=C(NN1)C1=C(C2)SC(=C1)C1CCN(CC1)C(CN1CCOCC1)=O